NC1=CC=C(CNC23CNCCNCC(CNCCNC2)(CNCCNC3)N)C=C1 l-N-(4-aminobenzyl)-3,6,10,13,16,19-hexaaza-bicyclo[6.6.6]-eicosan-1,8-diamin